C(=O)C=1C=C(C=CC1)C[C@H](C(=O)OC(C)(C)C)C (R)-tert-butyl 3-(3-formylphenyl)-2-methylpropionate